4'-bromomethyl-2-biphenyl-carboxylic acid methyl ester COC(=O)C=1C(=CC=CC1)C1=CC=C(C=C1)CBr